ClC1=CC=C(C=C1)C=1N=CN(C1C1=CC=NC=C1)CC(=O)N 2-[4-(4-chlorophenyl)-5-(pyridin-4-yl)-1H-imidazol-1-yl]Acetamide